ClC=1C=CC=C2C(C=C(SC12)C1=CC=C(C=C1)OCCO)=O 8-chloro-2-[4-(2-hydroxyethoxy)phenyl]thiochromen-4-one